(((2-Bromo-5-(2-methoxy-2-methylpropyl)-1,3-phenylene)bis(oxy))bis(methylene))dibenzene BrC1=C(C=C(C=C1OCC1=CC=CC=C1)CC(C)(C)OC)OCC1=CC=CC=C1